isopropyl-1H-1,2,4-triazole C(C)(C)N1N=CN=C1